8-cyclopropyl-6-(2-fluorophenyl)spiro[benzo[f]imidazo[1,5-a][1,4]diazepine-4,1'-cyclopropane]-3-carboxylic acid C1(CC1)C=1C=CC2=C(C(=NC3(CC3)C=3N2C=NC3C(=O)O)C3=C(C=CC=C3)F)C1